tert-butyl (17-oxo-4,7,10,13-tetraoxa-16-azaicos-1-yn-20-yl)carbamate O=C(NCCOCCOCCOCCOCC#C)CCCNC(OC(C)(C)C)=O